2-(4-(tert-butyl)phenyl)-6-(4-((2-methoxyethoxy)methoxy)-3-nitrophenyl)-7,8-dihydro-1,6-naphthyridin-5(6H)-one C(C)(C)(C)C1=CC=C(C=C1)C1=NC=2CCN(C(C2C=C1)=O)C1=CC(=C(C=C1)OCOCCOC)[N+](=O)[O-]